OC1CC[C@@H](N1C(=O)OC(C)(C)C)C(=O)OC 1-(tert-butyl) 2-methyl (2R)-5-hydroxy-pyrrolidine-1,2-dicarboxylate